NC1=NC=C(C2=C1C=NN2COCC[Si](C)(C)C)NC(C(N2[C@H](CC[C@@H](C2)C)C2=CC=C(C=C2)CN(C)C)=O)=O N-[4-amino-1-(2-trimethylsilylethoxymethyl)pyrazolo[4,3-c]pyridin-7-yl]-2-oxo-2-[(2R,5S)-2-[4-[(dimethylamino)methyl]phenyl]-5-methyl-1-piperidyl]acetamide